N-(2,6-dioxopiperidin-3-yl)-N-methyl-1H-indole-3-carboxamide O=C1NC(CCC1N(C(=O)C1=CNC2=CC=CC=C12)C)=O